C(C)(C)(C)C1=CC=C(C=C1)CCCCCCCCOCCCCCCCCC1=CC=C(C=C1)C(C)(C)C p-tert-butylphenyl-octylether